tert-butyl (2S,6S*)-2-{[(1S)-1-cyano-2-[4-(3-methyl-2-oxo-2,3-dihydro-1,3-benzoxazol-5-yl)phenyl]ethyl]carbamoyl}-6-hydroxy-1,4-oxazocane-4-carboxylate C(#N)[C@H](CC1=CC=C(C=C1)C=1C=CC2=C(N(C(O2)=O)C)C1)NC(=O)[C@H]1OCC[C@@H](CN(C1)C(=O)OC(C)(C)C)O |o1:28|